methyl-tetrahydrofuran CC1OCCC1